FC(CS(=O)(=O)NCC=1SC(=CC1)C(CSC=1C2=C(N=C(N1)C(F)(F)F)N=CC=C2)=O)(F)F 2,2,2-trifluoro-N-((5-(2-((2-(trifluoromethyl)pyrido[2,3-d]pyrimidin-4-yl)thio)acetyl)thiophen-2-yl)methyl)ethane-1-sulfonamide